C(C)(C)(C)N(C(O)=O)[C@H]1[C@@H](C[C@@H](CC1)N(C1=C2CN(C(C2=CC=C1)=O)C1C(NC(CC1)=O)=O)CCC1CC1)F.[N+](#[C-])C1=CC=C(C(=O)NCC(NC2=CC=CC=C2)=O)C=C1 4-isocyano-N-(2-oxo-2-(phenylamino)ethyl)benzamide tert-butyl-((1R,2R,4R)-4-((2-cyclopropylethyl)(2-(2,6-dioxopiperidin-3-yl)-1-oxoisoindolin-4-yl)amino)-2-fluorocyclohexyl)carbamate